C(C)(C)(C)OC(N[C@H]1CS(C2=C(N(C1=O)CC1=CC=C(C=C1)Cl)C=C(C(=C2)F)B2OC(C(O2)(C)C)(C)C)(=O)=O)=O N-[(3R)-5-(4-chlorobenzyl)-8-fluoro-1,1,4-triketo-7-(4,4,5,5-tetramethyl-1,3,2-dioxaborolan-2-yl)-2,3-dihydro-1λ6,5-benzothiazepin-3-yl]carbamic acid tert-butyl ester